C(C)(C)(C)OC(=O)N1CCC(CC1)OC1=C2C=CN=CC2=CC=C1 4-(isoquinolin-5-yloxy)piperidine-1-carboxylic acid tert-butyl ester